4-((3aR,6aS)-5-(tert-Butoxycarbonyl)hexahydropyrrolo[3,4-c]pyrrol-2(1H)-yl)-2-(hydroxymethyl)benzoic acid C(C)(C)(C)OC(=O)N1C[C@H]2[C@@H](C1)CN(C2)C2=CC(=C(C(=O)O)C=C2)CO